C(C)OC(=O)N1CCC2(CN(C(N2CC2=CC(=CC=C2)OC)=O)C2=NC=C(C(=N2)OC)C=2C=NNC2)CC1 3-(4-methoxy-5-(1H-pyrazol-4-yl)pyrimidin-2-yl)-1-(3-methoxybenzyl)-2-oxo-1,3,8-triazaspiro[4.5]decane-8-carboxylic acid ethyl ester